racemic-methyl 4-((5S*,6S*)-6-hydroxyspiro[2.5]octan-5-yl)benzoate O[C@@H]1[C@@H](CC2(CC2)CC1)C1=CC=C(C(=O)OC)C=C1 |r|